ClC1=CN=C2N1C=C(C=N2)C=2C=CN1N=C(N=CC12)N[C@@H]1CC[C@@H](CC1)N cis-N1-(5-(3-chloroimidazo[1,2-a]pyrimidin-6-yl)pyrrolo[2,1-f][1,2,4]triazin-2-yl)cyclohexane-1,4-diamine